6-(4-(dimethylamino)phenyl)-4-(methylthio)-2-oxo-2H-pyran-3-carbonitrile CN(C1=CC=C(C=C1)C1=CC(=C(C(O1)=O)C#N)SC)C